3-methoxycyclobutan-1-ol COC1CC(C1)O